NC1=NN2C(C=C(C=C2)C=2C=C(C(=NC2)C)C(=O)NCC2=C(C=CC=C2)OC2CCCC2)=N1 5-{2-amino-[1,2,4]triazolo-[1,5-a]pyridin-7-yl}-N-{[2-(cyclopentyloxy)phenyl]-methyl}-2-methylpyridine-3-carboxamide